FC(C1=NC(=NO1)C=1C=CC(=NC1)CNC=1C=C(C(=O)N)C=CC1)(F)F 3-[({5-[5-(trifluoromethyl)-1,2,4-oxadiazol-3-yl]pyridin-2-yl}methyl)amino]benzamide